(5-((3-azaspiro[5.5]undecan-9-yl)ethynyl)-6-aminopyridazin-3-yl)phenol C1CNCCC12CCC(CC2)C#CC=2C=C(N=NC2N)C2=C(C=CC=C2)O